3-(1-((1-(6-fluoro-1-methyl-[1,2,4]triazolo[4,3-a]quinazolin-5-yl)-1,2,3,4-tetrahydroquinolin-5-yl)ethynyl)cyclopropyl)-5-pentylisoxazole FC1=C2C(=NC=3N(C2=CC=C1)C(=NN3)C)N3CCCC1=C(C=CC=C31)C#CC3(CC3)C3=NOC(=C3)CCCCC